4-(3-(3-fluoro-4-(4-(2-oxoethyl)piperidin-1-carbonyl)phenyl)-4,4-dimethyl-5-oxo-2-thioxoimidazolin-1-yl)-2-(trifluoroMethyl)benzonitrile FC=1C=C(C=CC1C(=O)N1CCC(CC1)CC=O)N1C(N(C(C1(C)C)=O)C1=CC(=C(C#N)C=C1)C(F)(F)F)=S